COC(=O)C=1C=CC2=C(N(C(=N2)[C@H](C)N2CCN(CC2)C2=CC=CC=3OC(OC32)(C)C3=C(C=C(C=C3)Cl)F)C[C@H]3OCC3)C1 2-((1S)-1-(4-(2-(4-chloro-2-fluorophenyl)-2-methylbenzo[d][1,3]dioxol-4-yl)-piperazin-1-yl)ethyl)-1-(((S)-oxetan-2-yl)methyl)-1H-benzo[d]imidazole-6-carboxylic acid methyl ester